C(CCCCCCC)C(CCCCOC(CCCC(CCCCCCC)OC(CCCN(C)C)=O)=O)CCCCCCCC 5-((4-(dimethylamino)butanoyl)oxy)dodecanoic acid 5-octyltridecyl ester